O(C1=CC=CC=C1)C(CCC)C 4-phenoxypentane